P(=O)(O)(O)O.C(CCCCCCC\C=C/CCCCCCCC)(=O)O monooleic acid phosphate